CN(C1CCCCC1)C.OCCS(=O)(=O)O 2-hydroxyethanesulfonic acid dimethylcyclohexylamine salt